OCC1=C(C=CC(=N1)NC(=O)C1CC1)S(=O)(=O)C N-(6-(hydroxymethyl)-5-(methylsulfonyl)pyridin-2-yl)cyclopropanecarboxamide